4-[(FURAN-2-YLMETHOXY)METHYL]PHENYLBORONIC ACID O1C(=CC=C1)COCC1=CC=C(C=C1)B(O)O